((4aR,8aS)-1-(4-fluorophenyl)-6-((2-propyl-2H-1,2,3-triazol-4-yl)sulfonyl)-4,4a,5,6,7,8,8a,9-octahydro-1H-pyrazolo[3,4-g]isoquinolin-4a-yl)(pyridin-2-yl)methanone FC1=CC=C(C=C1)N1N=CC2=C1C[C@@H]1CCN(C[C@]1(C2)C(=O)C2=NC=CC=C2)S(=O)(=O)C2=NN(N=C2)CCC